1-oxacycloheptadecan-8-en-2-one O1C(CCCCCC=CCCCCCCCC1)=O